N(=[N+]=[N-])CCCC([C@@H]1[C@H]([C@H]([C@@](O)(O1)C(C)=O)OC(C)=O)OCC1=CC=C(C=C1)OC)OCC1=CC=CC=C1 (R)-5-C-Azidopropyl-5-O-benzyl-1,2-O-di-acetyl-3-O-(4-methoxybenzyl)-α-D-ribose